FC1=C(C=CC=C1)N1N=NC(=C1)[C@@H](CC)N1N=C(C=2C1=NC=NC2N)C=2C=NC(=NC2)C(F)(F)F 1-{(1R)-1-[1-(2-fluorophenyl)-1H-1,2,3-triazol-4-yl]propyl}-3-[2-(trifluoromethyl)pyrimidin-5-yl]-1H-pyrazolo[3,4-d]pyrimidin-4-amine